Cl.Cl.C[C@H]1CN(C[C@H](N1)C)C1=CC=C(N=N1)C1=NC=C(C=C1O)C=1C=CC=2N(C1)C=C(N2)C 2-{6-[(3S,5R)-3,5-dimethylpiperazin-1-yl]pyridazin-3-yl}-5-(2-methylimidazo[1,2-a]pyridin-6-yl)pyridin-3-ol dihydrochloride